(2-nonaphenyl-biphenyl) boron [B].C1(=CC=CC2=CC3=CC4=CC5=CC=C6C=C7C=C8C=C9C=CC=CC9=CC8=CC7=CC6=C5C=C4C=C3C=C12)C1=C(C=CC=C1)C1=CC=CC=C1